IC1=CC=C(C=C1)CC(=O)NC=1SC=C(C1C(=O)N)C 2-(2-(4-iodophenyl)acetamido)-4-methylthiophene-3-carboxamide